CN(CCNC(OC1=C(C=C(C=C1OC)\C=C/1\C(=C(C2=CC(=CC=C12)F)CC(=O)NCC=1OC=CC1)C)OC)=O)C (Z)-4-((5-fluoro-3-(2-((furan-2-ylmethyl)amino)-2-oxoethyl)-2-methyl-1H-inden-1-ylidene)methyl)-2,6-dimethoxyphenyl (2-(dimethylamino)ethyl)carbamate